3-(3-ethoxy-1-(6-methoxypyridin-3-yl)-3-oxopropyl)-3-fluoroazetidine-1-carboxylic acid tert-butyl ester C(C)(C)(C)OC(=O)N1CC(C1)(F)C(CC(=O)OCC)C=1C=NC(=CC1)OC